FC(C1=NC(=NO1)C1=CC=C(S1)C(C)N1S(CCC1)(=O)=O)(F)F 2-[1-[5-[5-(trifluoromethyl)-1,2,4-oxadiazol-3-yl]-2-thienyl]ethyl]-1,2-thiazolidine 1,1-dioxide